S1C(=NC2=C1C=CC=C2)NC2=C(C=C(N=N2)N(C=2SC(=C(N2)C(=O)O)CCCOC2=C(C=C(C=C2)C#CCN(C)C)F)CCCS(=O)(=O)O)C 2-({6-[(1,3-Benzothiazol-2-yl)amino]-5-methylpyridazin-3-yl}(3-sulfopropyl)amino)-5-(3-{4-[3-(dimethylamino)prop-1-yn-1-yl]-2-fluorophenoxy}propyl)-1,3-thiazole-4-carboxylic acid